5-(4-(4-Methylpiperazin-1-yl)phenyl)-3-(naphthalen-2-yl)-1H-pyrazolo[3,4-b]pyridine CN1CCN(CC1)C1=CC=C(C=C1)C=1C=C2C(=NC1)NN=C2C2=CC1=CC=CC=C1C=C2